2-(4-(1,3,2-dioxaborolan-2-yl)phenyl)-2H-1,2,3-triazole O1B(OCC1)C1=CC=C(C=C1)N1N=CC=N1